C[N+]1(CCOCC1)[O-] Methyl-morpholine-N-Oxide